5-chloro-2-hydroxy-4-[(1R)-4-phenylindan-1-yl]Oxy-benzaldehyde ClC=1C(=CC(=C(C=O)C1)O)O[C@@H]1CCC2=C(C=CC=C12)C1=CC=CC=C1